2-(4-((3-Isopropyl-2-(1,4,5-trimethyl-6-oxo-1,6-dihydropyridin-3-yl)-1H-indol-5-yl)oxy)piperidin-1-yl)-N,N-dimethylacetamid C(C)(C)C1=C(NC2=CC=C(C=C12)OC1CCN(CC1)CC(=O)N(C)C)C1=CN(C(C(=C1C)C)=O)C